Cl[Ru-2](=CC1=C(C=CC=C1)OC(C(=O)N(C)OC)C(C)C)Cl dichloro(2-((1-(methoxy(methyl)amino)-3-methyl-1-oxobutan-2-yl)oxy)benzylidene)ruthenium(II)